N1=CC=C(C=C1)/C=C/C(=O)OC1=CC=C(C=C1)C1SCCCS1 (E)-4-(1,3-dithian-2-yl)phenyl 3-(pyridin-4-yl)acrylate